2-[5-Bromo-4-(4-fluorophenyl)imidazol-1-yl]-1-(6-oxa-2-azaspiro[3.4]octan-2-yl)ethanone BrC1=C(N=CN1CC(=O)N1CC2(C1)COCC2)C2=CC=C(C=C2)F